ClC=1C=C(C=C(C1OCCC(F)(F)F)Cl)C(C)(C)C1=CC=C(OCC2=C(N=CO2)S(=O)(=O)C)C=C1 5-[[4-[1-[3,5-dichloro-4-(3,3,3-trifluoropropoxy)phenyl]-1-methyl-ethyl]phenoxy]methyl]-4-methylsulfonyloxazole